ClC1=CC=C(C=C1)C=1C=2C(=C(SC2N2C(=NN=C2[C@@H](N1)CC(=O)OC)C)C)C methyl 2-[(9S)-7-(4-chlorophenyl)-4,5,13-trimethyl-3-thia-1,8,11,12-tetraazatricyclo[8.3.0.02,6]trideca-2(6),4,7,10,12-pentaen-9-yl]acetate